(3-methyl-4-nitrophenyl)methanesulfonamide CC=1C=C(C=CC1[N+](=O)[O-])CS(=O)(=O)N